N1C=CC2=CN=CC=C12 5-Aza-indole